(R)-1-(1H-indazol-4-yl)propan N1N=CC2=C(C=CC=C12)CCC